NC1=NC2=CC(=CC=C2C=C1Cl)CN(C(=O)C=1C=NC(=CC1)C1CCC1)C=1C(=NC=CC1)S(=O)(=O)C N-[(2-amino-3-chloroquinolin-7-yl)methyl]-6-cyclobutyl-N-(2-methanesulfonylpyridin-3-yl)pyridine-3-carboxamide